hafnium tetradimethylamide C[N-]C.C[N-]C.C[N-]C.C[N-]C.[Hf+4]